7-chloro-N-(6-(2,4-dimethyl-1H-imidazol-1-yl)pyridin-3-yl)isoquinolin-4-amine phosphoric acid salt P(O)(O)(O)=O.ClC1=CC=C2C(=CN=CC2=C1)NC=1C=NC(=CC1)N1C(=NC(=C1)C)C